C1[C@@H]([C@H](O[C@H]1N2C(=C(C(=O)NC2=O)O)O)CO)O The molecule is a pyrimidine 2'-deoxyribonucleoside having 5,6-dihydroxyuracil as the nucleobase. It has a role as a Mycoplasma genitalium metabolite. It derives from a 2'-deoxyuridine.